N1=C(N=CC=C1)SCCOC=1C=C(C=CC1)B(O)O (3-[2-(PYRIMIDIN-2-YLSULFANYL)ETHOXY]PHENYL)BORANEDIOL